ethyl (E)-3-(2-(5-(4-methoxybenzyl)-4-oxo-3-(trifluoromethyl)-4,5-dihydro-1H-pyrazolo[3,4-d]pyridazin-1-yl)propoxy-1,1-d2)acrylate COC1=CC=C(CN2N=CC3=C(C2=O)C(=NN3C(C(O/C=C/C(=O)OCC)([2H])[2H])C)C(F)(F)F)C=C1